ClC1=C(C=CC(=C1)S(F)(F)(F)(F)F)NC(CN1C=2N(C(C(=C1CC)N1CCNCC1)=O)N=C(N2)C2=CCC1(COC1)CC2)=O N-(2-chloro-4-(pentafluoro-λ6-sulfanyl)phenyl)-2-(5-ethyl-7-oxo-6-(piperazin-1-yl)-2-(2-oxaspiro[3.5]non-6-en-7-yl)-[1,2,4]triazolo[1,5-a]pyrimidin-4(7H)-yl)acetamide